n-butyl 4,4-bis(tert-butylperoxy)valerate C(C)(C)(C)OOC(CCC(=O)OCCCC)(C)OOC(C)(C)C